rac-dimethyl (1R,2R,3R)-3-(4-bromophenyl)-1-fluorocyclohexane-1,2-dicarboxylate BrC1=CC=C(C=C1)[C@H]1[C@@H]([C@](CCC1)(C(=O)OC)F)C(=O)OC |r|